2-(bromomethyl)-3-chloropyridine BrCC1=NC=CC=C1Cl